2-(1-(2-hydroxyethyl)piperidin-4-yl)propan-2-ol OCCN1CCC(CC1)C(C)(C)O